4-methoxy-2,5-dimethyl-3(2H)furanone COC=1C(C(OC1C)C)=O